(4S-6S)-6-[[(1E)-2-cyclopropyl-4-(4-fluorophenyl)-3-quinolyl]ethenyl]-2,2-dimethyl-1,3-dioxane-4-acetic acid tert-butyl ester C(C)(C)(C)OC(C[C@H]1OC(O[C@@H](C1)C=CC=1C(=NC2=CC=CC=C2C1C1=CC=C(C=C1)F)C1CC1)(C)C)=O